5,7-dihydroxy-2-(4-hydroxyphenyl)-3,6-dimethoxychromen-4-one OC1=C2C(C(=C(OC2=CC(=C1OC)O)C1=CC=C(C=C1)O)OC)=O